OC=1C=C(C=CC1O)C(CN)CC 2-(3,4-dihydroxyphenyl)butylamine